CC(C)(C)NC(=O)[O-] 2-methylpropane-2-carbamate